4-(4-(aminomethyl)piperidin-1-yl)-6,7-dimethoxyphthalazin-1(2H)-one hydrochloride Cl.NCC1CCN(CC1)C1=NNC(C2=CC(=C(C=C12)OC)OC)=O